α-hydroxytetraeicosanoic acid OC(C(=O)O)CCCCCCCCCCCCCCCCCCCCCC